NC1=NC(=NC(=C1C#N)NC1=CC(=CC(=C1)OC)OCC1=CC=CC=C1)SC 4-Amino-6-(3-benzyloxy-5-methoxy-anilino)-2-methylsulfanyl-pyrimidine-5-carbonitrile